ClC1=C(C=CC=C1Cl)[C@@H]1N(OCC1)C1=CC(=NC=N1)NC=1C(=CC(=C(C1)NC(C=C)=O)N1CCC(CC1)N1CCN(CC1)CC)OC N-(5-((6-((R)-3-(2,3-dichlorophenyl)isoxazolidine-2-yl)pyrimidine-4-yl)amino)-2-(4-(4-ethylpiperazine-1-yl)piperidine-1-yl)-4-methoxyphenyl)acrylamide